2-(1-methyl-1H-pyrazol-3-yl)cyclopropane-1-carboxamide CN1N=C(C=C1)C1C(C1)C(=O)N